ClC=1C(=C2C=NNC2=CC1C)C=1C(=NN(C1C)C1CC2(CN(C2)C(=O)OC(C)(C)C)C1)N1C(CC(CC1)=O)(C)C Tert-butyl 6-(4-(5-chloro-6-methyl-1H-indazol-4-yl)-3-(2,2-dimethyl-4-oxopiperidin-1-yl)-5-methyl-1H-pyrazol-1-yl)-2-azaspiro[3.3]heptane-2-carboxylate